C(C[C@@](O)(C)CCO)(=O)OO hydroxyl mevalonate